[3-tert-Butyl-8-(morpholin-4-yl)pyrido[2,3-d][1,2,4]triazolo[4,3-b]pyridazin-6-yl]acetic acid C(C)(C)(C)C1=NN=C2N1N=C(C1=C2N=CC(=C1)N1CCOCC1)CC(=O)O